S1C(=CC=C1)C([O-])=S thiophenethioate